N-(7-chloro-6-(1-((3S,4S)-4-fluoro-3-methyltetrahydrofuran-3-yl)piperidin-4-yl)isoquinolin-3-yl)-2-ethyl-3-(1-methyl-1H-pyrazol-3-yl)cyclopropane-1-carboxamide ClC1=C(C=C2C=C(N=CC2=C1)NC(=O)C1C(C1C1=NN(C=C1)C)CC)C1CCN(CC1)[C@]1(COC[C@H]1F)C